N-[1-[1-(5-chloro-2-pyridinyl)imidazo[4,5-c]pyridin-2-yl]ethyl]-3,5-bis(trifluoromethyl)benzamide ClC=1C=CC(=NC1)N1C(=NC=2C=NC=CC21)C(C)NC(C2=CC(=CC(=C2)C(F)(F)F)C(F)(F)F)=O